CC(C)C(C)C 2,3-Dimethylbutan